methyl-(tert-butoxycarbonyl)-L-alanine CN([C@@H](C)C(=O)O)C(=O)OC(C)(C)C